diselenic acid [Se](=O)(=O)(O)O[Se](=O)(=O)O